F[P-](F)(F)(F)(F)F.F[P-](F)(F)(F)(F)F.[Cu+2] copper(II) bis(hexafluorophosphate)